tert-butyl (R)-methyl(1-oxo-1-(phenylamino)hexan-2-yl)carbamate CN(C(OC(C)(C)C)=O)[C@@H](C(NC1=CC=CC=C1)=O)CCCC